C(C)OC(CC(=O)N(C1=C([C@@H](CC1)C)C(=O)OCC)C)=O ethyl (5R)-2-[(3-ethoxy-3-oxo-propanoyl)-methyl-amino]-5-methyl-cyclopentene-1-carboxylate